(S)-2-Amino-3-hydroxy-N-(2',3',4'-trihydroxy-[1,1'-biphenyl]-3-yl)propanamide N[C@H](C(=O)NC=1C=C(C=CC1)C1=C(C(=C(C=C1)O)O)O)CO